(R)-(5-bromo-6-butyl-2,4-dihydroxypyridin-3-yl)(3-phenylpyrrolidin-1-yl)methanone BrC=1C(=C(C(=NC1CCCC)O)C(=O)N1C[C@H](CC1)C1=CC=CC=C1)O